The molecule is a trisaccharide consisting of beta-D-galactopyranose, alpha-D-glucopyranose and D-glucopyranose residuce joined in sequence by (1->4) glycosidic linkages. It derives from a maltose and an alpha-lactose. C([C@@H]1[C@@H]([C@@H]([C@H]([C@@H](O1)O[C@@H]2[C@H](O[C@@H]([C@@H]([C@H]2O)O)O[C@@H]3[C@H](OC([C@@H]([C@H]3O)O)O)CO)CO)O)O)O)O